N-(Isoxazol-5-yl)-3-((6-morpholino-1-oxoisoquinolin-2(1H)-yl)methyl)benzamide O1N=CC=C1NC(C1=CC(=CC=C1)CN1C(C2=CC=C(C=C2C=C1)N1CCOCC1)=O)=O